FC1=CC=C(C=C1)C(CNC1=CC(=NC=2N1N=C(C2)C(F)(F)F)C(F)(F)F)N2CC1(C2)CNC1 N-(2-(4-Fluorophenyl)-2-(2,6-diazaspiro[3.3]heptan-2-yl)ethyl)-2,5-bis(trifluoromethyl)pyrazolo[1,5-a]pyrimidin-7-amine